(5S,7S)-7-fluoro-2-[(S)-fluoromethylsulfinyl]-5-(3-fluorophenyl)-6,7-dihydro-5H-pyrrolo[1,2-b][1,2,4]triazole F[C@H]1C[C@H](N2N=C(N=C21)[S@](=O)CF)C2=CC(=CC=C2)F